Cl.N1=CN=C(C2=C1NC=C2)N2CCSC(=C2)C(=O)N2C[C@@H](C[C@H](C2)C)N (4-(7H-pyrrolo[2,3-d]pyrimidin-4-yl)-3,4-dihydro-2H-1,4-thiazin-6-yl)((3R,5R)-3-amino-5-methylpiperidin-1-yl)methanone hydrochloride